ClC=1C=C(C=CC1OCC1=NC=CN=C1)NC=1C2=C(N=CN1)NC=C2C2CCN(CC2)C(C=C)=O 1-(4-(4-((3-chloro-4-(pyrazin-2-ylmethoxy)phenyl)amino)-7H-pyrrolo[2,3-d]pyrimidin-5-yl)piperidin-1-yl)prop-2-en-1-one